FC(C(=O)O)(F)F.CNC(C(=O)O)CC (methylamino)butanoic acid trifluoroacetic acid salt